Cl.FC1=CC(=CC2=C1N=C(S2)C2C[C@H](NCC2)C)C=2C=CC=1N(N2)C=C(N1)C 6-{4-Fluoro-2-[(2R)-2-methylpiperidin-4-yl]-1,3-benzothiazol-6-yl}-2-methylimidazo[1,2-b]pyridazin-Hydrochlorid